FC(C1=NN=C(O1)C1=CC(=C(CN2N=NC(=C2)C=2C(=C(C=CC2)NC2CCN(CC2)C)F)C=C1)F)F N-(3-(1-(4-(5-(difluoromethyl)-1,3,4-oxadiazol-2-yl)-2-fluorobenzyl)-1H-1,2,3-triazol-4-yl)-2-fluorophenyl)-1-methylpiperidin-4-amine